C(C)N(C=NC1=C(C=C(C(=C1)OC)C1(COC1)OCC1=C(C(=CC=C1)F)C)C)C N-ethyl-N'-(4-(3-((3-fluoro-2-methylbenzyl)oxy)oxetan-3-yl)-5-methoxy-2-methylphenyl)-N-methylformimidamide